CN(C)C1=C(C(=O)C2=CC=C(C=C2)C(C2=C(C=CC=C2)N(C)C)=O)C=CC=C1 p-di(dimethylaminobenzoyl)benzene